COC=1C=C(C=CC1OC)C=1OC2=C(C(C1)=O)C(=C(C(=C2)OC)OC)OC 2-(3,4-dimethoxyphenyl)-5,6,7-trimethoxy-4H-1-benzopyran-4-one